2-isopropoxy-5-methyl-4-(pyridin-4-yl)nitrobenzene C(C)(C)OC1=C(C=C(C(=C1)C1=CC=NC=C1)C)[N+](=O)[O-]